ClC=1C=NC(=C(C(=O)N(C)C2COC3=C2C=CC=C3)C1)OC(F)F 5-chloro-2-(difluoromethoxy)-N-(2,3-dihydrobenzofuran-3-yl)-N-methylnicotinamide